OCC1C(CC[C@H]2C(CCC[C@]12C)(C)C)=O |r| (4aSR,8aSR)-1-(hydroxymethyl)-5,5,8a-trimethyloctahydronaphthalen-2(1H)-one